3-(1-oxo-5-(1-(1-phenylethyl)piperidin-4-yl)isoindolin-2-yl)piperidine-2,6-dione O=C1N(CC2=CC(=CC=C12)C1CCN(CC1)C(C)C1=CC=CC=C1)C1C(NC(CC1)=O)=O